N1C=NC2=C1C=CC(=C2)N2C([C@@H]([C@@H]2C2=C(C=C(C=C2F)OCCC(F)F)F)O)=O (3R,4S)-1-(1H-benzo[d]imidazol-5-yl)-4-(4-(3,3-difluoropropoxy)-2,6-difluorophenyl)-3-hydroxyazetidin-2-one